C(C1=CC=CC=C1)N(CCC[Mg]Cl)CC1=CC=CC=C1 (3-(dibenzylamino)propyl)magnesium chloride